O1COC2=C1C=CC(=C2)C2=C(C(=NO2)C)C(=O)OCC Ethyl 5-(benzo[d][1,3]dioxol-5-yl)-3-methylisoxazole-4-carboxylate